(4aR,8aS)-6-(3-(2'-(Trifluoromethyl)-[1,1'-biphenyl]-4-yl)azetidine-1-carbonyl)hexahydro-2H-pyrido[4,3-b][1,4]oxazin-3(4H)-one FC(C1=C(C=CC=C1)C1=CC=C(C=C1)C1CN(C1)C(=O)N1C[C@@H]2[C@@H](OCC(N2)=O)CC1)(F)F